BrC=1C=C(C(=NC1)C(=O)NC1=CC=C2C(=N1)N(N=C2)C2CC(C2)(F)F)N2CCC1(CC1)CC2 5-bromo-N-(1-(3,3-difluorocyclobutyl)-1H-pyrazolo[3,4-b]pyridin-6-yl)-3-(6-azaspiro[2.5]oct-6-yl)picolinamide